[Zn].[Ga].[Cu].[Ni].[Fe] iron-nickel-copper-gallium-zinc